C(C=C)(=O)N1CN(CNC1C(C=C)=O)C(C=C)=O 1,3,6-triacryloyl-hexahydro-1,3,5-triazine